N1(N=CC=C1)C1=C(C=CC=C1)NC1=NC(=NC=C1C(=O)OC(C)C)NC1=C(C=C(C(=C1)NC(C=C)=O)N(C)CCN(C)C)OC Isopropyl 4-((2-(1H-pyrazol-1-yl)phenyl)amino)-2-((5-acrylamido-4-((2-(dimethylamino)ethyl)(methyl)amino)-2-methoxyphenyl)amino)pyrimidine-5-carboxylate